CC=1N=NC=C(C1[C@@H](C)OC=1C=C2C(=NNC2=CC1OC)C=1C=C(C(=NC1)N1CC2NC(C1)C2)C)C 3-(5-(5-((R)-1-(3,5-dimethylpyridazin-4-yl)ethoxy)-6-methoxy-1H-indazol-3-yl)-3-methylpyridin-2-yl)-3,6-diazabicyclo[3.1.1]heptane